(R)-6-chloro-3-((1-(3,6-dimethyl-4-oxo-2-(2-(2,2,2-trifluoroethyl)-2,6-dihydropyrrolo[3,4-c]pyrazol-5(4H)-yl)-3,4-dihydroquinazolin-8-yl)ethyl)amino)-N-(methylsulfonyl)picolinamide ClC1=CC=C(C(=N1)C(=O)NS(=O)(=O)C)N[C@H](C)C=1C=C(C=C2C(N(C(=NC12)N1CC2=NN(C=C2C1)CC(F)(F)F)C)=O)C